(Z,Z)-8,10-Heptadecadien-1-ol C(CCCCCC\C=C/C=C\CCCCCC)O